ClC1=C(C=NN1C(F)(F)F)NS(=O)(=O)C1=CN(C2=CC(=CC=C12)C(F)F)S(=O)(=O)C1=CC=CC=C1 N-(5-chloro-1-(trifluoromethyl)-1H-pyrazol-4-yl)-6-(difluoromethyl)-1-(phenylsulfonyl)-1H-indole-3-sulfonamide